OC[C@]12N(C(C[C@H]2C1)=O)C(=O)OC(C)(C)C t-butyl (1S,5R)-1-(hydroxymethyl)-3-oxo-2-azabicyclo[3.1.0]hexane-2-carboxylate